(4-phenyl-6-(phenylamino)-1,3,5-triazin-2-ylamino)ethanol trifluoromethylphenylboronate FC(F)(F)C1=C(C=CC=C1)B(O)O.C1(=CC=CC=C1)C1=NC(=NC(=N1)NC1=CC=CC=C1)NC(C)O